C(C)(C)(C)C1=CC=C(C=C1)[C@]1(C(NC2=CC=C(C=C12)Cl)=O)C (3R)-3-(4-tert-butylphenyl)-5-chloro-3-methyl-indolin-2-one